FC(C=1C=C(C[C@H](NCC)C)C=CC1)(F)F |r| racemic-3-trifluoromethyl-N-ethylamphetamine